2-(7-((2S,5R)-2,5-diethyl-4-(1-(3-fluoro-5-methylpyridin-2-yl)ethyl)piperazin-1-yl)-4-methyl-5-oxo-4,5-dihydro-2H-pyrazolo[4,3-b]pyridin-2-yl)acetonitrile C(C)[C@@H]1N(C[C@H](N(C1)C(C)C1=NC=C(C=C1F)C)CC)C=1C=2C(N(C(C1)=O)C)=CN(N2)CC#N